C(CCC)O[Si]1(O[SiH](O[Si](O[SiH](O1)C)(C)OCCCC)C)C 2,6-di-n-butoxy-2,4,6,8-tetramethylcyclotetrasiloxane